ClC1=CC=C(C(=N1)C(=O)NC(C)C)N[C@H](C)C=1C=C(C=C2C(C(=C(OC12)C=1C=NN(C1)C)C)=O)C (R)-6-chloro-3-((1-(3,6-dimethyl-2-(1-methyl-1H-pyrazol-4-yl)-4-oxo-4H-chromen-8-yl)ethyl)amino)-N-isopropylpicolinamide